C(#C)C=1C=CC(=C(OCC(=O)OCC)C1)CNC(=O)[C@H]1N(C[C@@H](C1)O)C([C@H](C(C)(C)C)NC(=O)C1(CC1)F)=O 1-Ethyl 2-(5-ethynyl-2-(((2S,4R)-1-((S)-2-(1-fluorocyclopropanecarboxamido)-3,3-dimethylbutanoyl)-4-hydroxypyrrolidine-2-carboxamido)methyl)phenoxy)acetate